FC=1C=NC=CC1CC(=O)C=1C=NC=CC1 2-(3-fluoropyridin-4-yl)-1-(pyridin-3-yl)ethan-1-one